C(C)(C)(C)OC(=O)N1CCC2(ON(ON2C)CC2=CC=CC=C2)CC1 3-benzyl-1-methyl-2,4-dioxa-1,3,8-triazaspiro[4.5]decane-8-carboxylic acid tert-butyl ester